tert-butyl (S,E)-2-(3-ethoxy-2-methyl-3-oxoprop-1-en-1-yl)pyrrolidine-1-carboxylate C(C)OC(/C(=C/[C@H]1N(CCC1)C(=O)OC(C)(C)C)/C)=O